6-(2,6-dichlorophenyl)-2-((2-methyl-1,2,3,4-tetrahydroisoquinolin-7-yl)amino)-8,9-dihydroimidazo[1,2-a]pyrimido[5,4-e]pyrimidin-5(6H)-one ClC1=C(C(=CC=C1)Cl)N1C=2N(C3=C(C1=O)C=NC(=N3)NC3=CC=C1CCN(CC1=C3)C)CCN2